6-(5-(5-chloropyridin-3-yl)-1,3,4-thiadiazol-2-yl)-2-((3-methylisoxazol-5-yl)methyl)pyridazin-3(2H)-one ClC=1C=C(C=NC1)C1=NN=C(S1)C=1C=CC(N(N1)CC1=CC(=NO1)C)=O